rac-(3R,5R)-3-amino-5-(2-boronoethyl)piperidine-3-carboxylic acid N[C@]1(CNC[C@@H](C1)CCB(O)O)C(=O)O |r|